O1C2(OCC1)CC1(CCC2)C=CC2=CC=CC=C21 dispiro[indene-1,1'-cyclohexane-3',2''-[1,3]dioxolane]